C(C)(C)OC1=C(C=C(C=C1)C(C)=O)N=C=S 1-(4-isopropoxy-3-isothiocyanatophenyl)ethan-1-one